tert-butyl N-[6-[8-acetyl-6,7-dideuterio-1,5-dimethyl-8-azabicyclo[3.2.1]oct-2-en-3-yl]-2-(1,2-dideuterio-4,4-dimethyl-cyclohexyl)-3-pyridyl]carbamate C(C)(=O)N1C2(C=C(CC1(C(C2[2H])[2H])C)C2=CC=C(C(=N2)C2(C(CC(CC2)(C)C)[2H])[2H])NC(OC(C)(C)C)=O)C